[18F][C@@H]1[C@H]([C@@H]([C@H](O[C@H]1O)CO)O[C@@H]1O[C@@H]([C@H]([C@@H]([C@H]1O)O)O)CO)O (2S,3R,4S,5S,6R)-2-(((2R,3S,4S,5R,6R)-5-[18F]-fluoro-4,6-dihydroxy-2-(hydroxymethyl)tetrahydro-2H-pyran-3-yl)oxy)-6-(hydroxymethyl)tetrahydro-2H-pyran-3,4,5-triol